2-(2-hydroxyphenyl)-4H-benzo[e][1,3]oxazine OC1=C(C=CC=C1)C=1OC2=C(CN1)C=CC=C2